(S)-2-((S)-1,2-dihydroxyethyl)pyrrolidine-1-carboxylic acid tert-butyl ester C(C)(C)(C)OC(=O)N1[C@@H](CCC1)[C@@H](CO)O